OCC(=O)NC=1C(=C(C(=C(C(=O)NCC(CO)O)C1I)I)C(=O)NCC(CO)O)I 5-(2-Hydroxyacetamido)-N,N'-bis(2,3-dihydroxypropyl)-2,4,6-triiodoisophthalamid